C(C)OC(=O)C1C2CC=C(C1)C2 5-ethyl-oxycarbonyl-1-norbornene